ClC1=NC=C(C(=N1)OC)C(C)(F)F 2-chloro-5-(1,1-difluoroethyl)-4-methoxy-pyrimidine